(2R,3S,4R,5R)-2,3,4,6-tetra(benzyloxy)-5-hydroxy-1-(4-tritylpiperazin-1-yl)Hexane-1-one C(C1=CC=CC=C1)O[C@@H](C(=O)N1CCN(CC1)C(C1=CC=CC=C1)(C1=CC=CC=C1)C1=CC=CC=C1)[C@H]([C@@H]([C@@H](COCC1=CC=CC=C1)O)OCC1=CC=CC=C1)OCC1=CC=CC=C1